4-[(3,3-difluoropyrrolidin-1-yl)methyl]-1-[4-(3-fluorophenoxy)-6-(trifluoromethyl)pyrimidin-2-yl]piperidin-4-ol FC1(CN(CC1)CC1(CCN(CC1)C1=NC(=CC(=N1)OC1=CC(=CC=C1)F)C(F)(F)F)O)F